N6-(sec-butyl)-3-cyclopropyl-N8-(pyridin-2-ylmethyl)-[1,2,4]triazolo[4,3-b]pyridazine-6,8-diamine C(C)(CC)NC=1C=C(C=2N(N1)C(=NN2)C2CC2)NCC2=NC=CC=C2